FC1=C(C#N)C=C(C=C1)C(C=1NC(=C(N1)S(=O)(=N)C)C)NC1=NC(=C(C=C1)F)C 2-fluoro-5-(((5-fluoro-6-methylpyridin-2-yl)amino)(5-methyl-4-(S-methylsulfonimidoyl)-1H-imidazol-2-yl)methyl)benzonitrile